N2-tert-Butyl-5-(5-chloro-2-isopropyl-4-methoxy-benzyl)-pyrimidine-2,4-diamine C(C)(C)(C)NC1=NC=C(C(=N1)N)CC1=C(C=C(C(=C1)Cl)OC)C(C)C